NC[C@@]1([C@@H]2CCN(C[C@H]12)C1=CN=C2C(=N1)NN=C2C2=CC1=C(N(C(N1)=O)C)C=C2)C2=C(C=CC=C2)F 5-(6-((1S,6R,7R)-7-(aminomethyl)-7-(2-fluorophenyl)-3-azabicyclo[4.1.0]heptan-3-yl)-1H-pyrazolo[3,4-b]pyrazin-3-yl)-1-methyl-1,3-dihydro-2H-benzo[d]imidazol-2-one